(3R)-3-(7-chloro-1,4-dimethyl-1H-benzotriazol-5-yl)-3-(7-{[(2R)-2-ethyl-7-hydroxy-2,3-dihydropyrido[2,3-f][1,4]oxazepin-4(5H)-yl]methyl}-1-benzothiophen-5-yl)propanoic acid ClC1=CC(=C(C2=C1N(N=N2)C)C)[C@H](CC(=O)O)C=2C=C(C1=C(C=CS1)C2)CN2C[C@H](OC1=C(C2)N=C(C=C1)O)CC